COC(C1=C(C=C(C(=C1)F)C1=CC=CC=2CN(COC21)C(C2=C(C=C(C=C2C)Br)C)=O)N2C1COCC2CC1)=O 4-[3-(4-Bromo-2,6-dimethylbenzoyl)-2,4-dihydro-1,3-benzoxazin-8-yl]-5-fluoro-2-(3-oxa-8-azabicyclo[3.2.1]oct-8-yl)benzoic acid methyl ester